5-(4-((trans-7,7-difluoro-2,5-dioxabicyclo[4.1.0]heptan-3-yl)methoxy)phenyl)-2-oxo-6-(trifluoromethyl)-1,2-dihydropyridine-3-carboxamide FC1(C2OCC(OC12)COC1=CC=C(C=C1)C=1C=C(C(NC1C(F)(F)F)=O)C(=O)N)F